5-CHLORO-ISOXAZOLE-3-CARBOXYLIC ACID ClC1=CC(=NO1)C(=O)O